C(C)(=O)OC(C)C1=CC=C(C=C1)OC(C)CC 1-(4-(sec-butoxy)phenyl)ethyl acetate